2-[(4-aminophenethyl)amino]acetic acid NC1=CC=C(CCNCC(=O)O)C=C1